IC1=NN(C=C1)COCC[Si](C)(C)C 2-[(3-iodopyrazol-1-yl)methoxy]ethyl-trimethyl-silane